2-Bromo-N-phenylaniline C1=CC=C(C=C1)NC2=CC=CC=C2Br